BrC=1C(=C(C=CC1)C[C@H]([C@@H](CC1=C(C(=CC=C1)Br)OCOCC)O)O)OCOCC |r| rac-(2R,3R)-1,4-bis(3-bromo-2-(ethoxymethoxy)phenyl)butane-2,3-diol